COC1=CC=C(C=C1)CN(C[C@@H]1CN(CCO1)CC#C)C 1-(4-Methoxyphenyl)-N-methyl-N-[[(2R)-4-prop-2-ynylmorpholin-2-yl]methyl]methanamine